4-[(3S)-3-(dimethylamino)pyrrolidin-1-yl]-2-ethyl-6-fluoro-N-{8-fluoro-2-methylimidazo[1,2-a]pyridin-6-yl}indazole-7-carboxamide CN([C@@H]1CN(CC1)C=1C2=CN(N=C2C(=C(C1)F)C(=O)NC=1C=C(C=2N(C1)C=C(N2)C)F)CC)C